(1R)-3-(trifluoromethyl)-2,3-dihydrodispiro[indene-1,1'-cyclohexane-3',2''-[1,3]dioxolan]-3-ol FC(C1(C[C@]2(CC3(OCCO3)CCC2)C2=CC=CC=C12)O)(F)F